OC1(CCCCC1)C1=CN=C(S1)S(=O)(=O)N 5-(1-hydroxycyclohexyl)thiazole-2-sulfonamide